CN(C(CCCC=1N=C(N(C1)C1=CC=CC=C1)C1=C(C(=O)N)C=CC=C1C=1C=NN(C1)C)=O)N1CCN(CC1)C (4-(4-(methyl-(4-methylpiperazin-1-yl)amino)-4-oxobutyl)-1-phenyl-1H-imidazol-2-yl)-3-(1-methyl-1H-pyrazol-4-yl)benzamide